CC1(OB(OC1(C)C)B1OC(C(O1)(C)C)(C)C)C 4,4,4',4',5,5,5',5'-octamethyl-2,2'-bi(1,3,2-dioxaborolan)